BrC=1C=CC=2NC3=CC=CC=C3C2C1 3-bromo-carbazole